C1=CC=CC=2C3=CC=CC=C3C(C12)COC(=O)NC[C@H](CCCCNS(=O)(=O)C1=C(C=CC=C1)[N+](=O)[O-])N(C([C@@H](CC(=O)OC(C)(C)C)CC1=CC=CC=C1)=O)C tert-butyl (R)-4-(((S)-1-((((9H-fluoren-9-yl)methoxy)carbonyl)amino)-6-((2-nitrophenyl)sulfonamido)hexan-2-yl)(methyl)amino)-3-benzyl-4-oxobutanoate